5-tert-butyl-N-{[3-(4-{[(3S,4R)-3-fluoro-1-methylpiperidin-4-yl]amino}-1-(2,2,2-trifluoroethyl)-1H-indol-2-yl)-1,2,4-oxadiazol-5-yl]methyl}-1H-pyrrole-2-carboxamide C(C)(C)(C)C1=CC=C(N1)C(=O)NCC1=NC(=NO1)C=1N(C2=CC=CC(=C2C1)N[C@H]1[C@H](CN(CC1)C)F)CC(F)(F)F